FC1=C(C=NNC(N)=N)C=CC(=C1F)F 2-(2,3,4-trifluorobenzylidene)hydrazine-carboximidamide